(3S)-3-({N-[(4-methoxy-1H-indol-2-yl)carbonyl]-L-leucyl}amino)-2-oxo-4-[(3S)-2-oxopyrrolidin-3-yl]butyl dihydrogen phosphate sodium salt [Na].P(=O)(OCC([C@H](C[C@H]1C(NCC1)=O)NC([C@@H](NC(=O)C=1NC2=CC=CC(=C2C1)OC)CC(C)C)=O)=O)(O)O